BrC1=NN=C(S1)N([C@H]1[C@H]([C@@H]2CC[C@H](C1)N2C(=O)OC(C)(C)C)F)C2CC2 |r| Racemic-tert-butyl (1S,2S,3R,5R)-3-((5-bromo-1,3,4-thiadiazol-2-yl)(cyclopropyl)amino)-2-fluoro-8-azabicyclo[3.2.1]octane-8-carboxylate